C(#N)C1CN(CC1)CC[C@@H](CC(=O)NC1CCC1)NC(=O)C1=NN(C(=C1)C1=C(C=CC=C1)C(F)(F)F)C1CCCC1 (3S)-5-(3-cyanopyrrolidin-1-yl)-N-cyclobutyl-3-({1-cyclopentyl-5-[2-(trifluoromethyl)phenyl]-1H-pyrazol-3-yl}formamido)pentanamide